ClC=1C=NC(=NC1)C1CCN(CC1)C=1N=C(C2=C(N1)CCCS2(=O)=O)NC2=CC(=C(C=C2)CC(=O)NCC(C)(C)C)F 2-(4-((2-(4-(5-chloropyrimidin-2-yl)piperidin-1-yl)-5,5-dioxo-7,8-dihydro-6H-thiopyrano[3,2-d]pyrimidin-4-yl)amino)-2-fluorophenyl)-N-neopentylacetamide